C1(=CC=CC=C1)C=1SC(=CN1)S(=O)(=O)N1CCN(CC1)C[C@H](C)NC1=NC=NC2=C(C=CC=C12)C(F)(F)F N-[(2S)-1-{4-[(2-phenyl-1,3-thiazol-5-yl)sulfonyl]piperazin-1-yl}propan-2-yl]-8-(trifluoromethyl)quinazolin-4-amine